C(CCCCCCC)C1=C2C(=CC=C1C1CC(CC1)C)S2 octyl-4-(3-methylcyclopentyl)phenylenesulfide